C(C1=CC=CC=C1)O[C@@](C(=O)NNC(=O)C1=NC(=C(C=C1NC(OC(C)(C)C)=O)C(F)(F)F)Br)(CCCCC1OCCO1)C(F)(F)F |r| racemic-tert-butyl N-[2-[[[2-benzyloxy-6-(1,3-dioxolan-2-yl)-2-(trifluoromethyl)hexanoyl]amino]carbamoyl]-6-bromo-5-(trifluoromethyl)-3-pyridyl]carbamate